N-hydroxythiazole-4-carboxamide ONC(=O)C=1N=CSC1